N-(phenyl)acrylamide C1(=CC=CC=C1)NC(C=C)=O